2-methoxy-N-(4-methoxybenzo[d]isoxazol-3-yl)-5-(trifluoromethyl)benzene-sulfonamide COC1=C(C=C(C=C1)C(F)(F)F)S(=O)(=O)NC1=NOC2=C1C(=CC=C2)OC